1-(4-Methoxybenzyl)-8-(1-methyl-2-oxo-1,2-dihydropyridin-4-yl)-4-(5-methyloxazol-2-yl)-1,3-dihydro-2H-benzo[b]azepin-2-one COC1=CC=C(CN2C3=C(C=C(CC2=O)C=2OC(=CN2)C)C=CC(=C3)C3=CC(N(C=C3)C)=O)C=C1